2-(2-((7s)-7-(sec-butyl)-11,11-dimethyl-6,9-dioxo-2,5,10-trioxa-8-azadodecan-1-oyl)-6-((cyclopropylmethyl)carbamoyl)pyridin-3-yl)-4-methoxy-5-vinylbenzoic acid C(C)(CC)[C@@H](C(OCCOC(=O)C1=NC(=CC=C1C1=C(C(=O)O)C=C(C(=C1)OC)C=C)C(NCC1CC1)=O)=O)NC(OC(C)(C)C)=O